C[Si](OCC)(OCC)C Dimethyldiethoxy-silan